2-chloro-1-(2,4-dihydroxyphenyl)ethan ClCCC1=C(C=C(C=C1)O)O